C(C)(=O)N[C@@H](C(CC)CC)[C@@H]1[C@@H]([C@H](C[C@H]1NC(=N)N)C(=O)O)O (1S,2S,3R,4R)-3-[(1S)-1-(acetylamino)-2-ethylbutyl]-4-guanidino-2-hydroxycyclopentanecarboxylic acid